C1=C(C=CC2=CC=CC=C12)CC(CN1CCN(CC1)C1=CC=CC=C1)N (Naphthalen-2-ylmethyl)-2-(4-phenylpiperazin-1-yl)ethan-1-amine